C(C=C)(=O)N1C[C@@H](CC1)N1C(N(C=2C=NC=CC21)C2=CC=C(C(=O)NCC1=CC(=CC=C1)OC)C=C2)=O (R)-4-(1-(1-acryloylpyrrolidin-3-yl)-2-oxo-1H-imidazo[4,5-c]pyridin-3(2H)-yl)-N-(3-methoxybenzyl)benzamide